COC(=O)C1=NC(=NC(=C1Cl)N1[C@H](COC[C@H]1C)CO)Cl Cis-2,5-dichloro-6-(3-hydroxymethyl-5-methyl-morpholin-4-yl)-pyrimidine-4-carboxylic acid methyl ester